[Si](C1=CC=CC=C1)(C1=CC=CC=C1)(C(C)(C)C)OCCOC(NCCCCCO)=O 2-[(tert-butyldiphenylsilyl)oxy]ethyl-N-(5-hydroxypentyl)carbamate